F[C@H]1[C@@]2(CCC[C@H](C[C@H]1N(C1=CN=C(N=N1)C1=C(C=C(C=C1)N1C=NC=C1)O)C)N2)C 2-(6-(((1S,2R,3R,5R)-2-fluoro-1-methyl-9-azabicyclo[3.3.1]nonan-3-yl)(methyl)amino)-1,2,4-triazin-3-yl)-5-(1H-imidazol-1-yl)phenol